NC=1N=NC(=CC1N1CC2CCC(C1)N2C2=CC(=NC=C2)OC2CC(C2)OC2CCN(CC2)C(=O)OC(C)(C)C)C2=C(C=CC=C2)O tert-butyl 4-[3-[[4-[3-[3-amino-6-(2-hydroxyphenyl)pyridazin-4-yl]-3,8-diazabicyclo[3.2.1]octan-8-yl]-2-pyridyl]oxy]cyclobutoxy]piperidine-1-carboxylate